CC1=CC(=NC(=C1)C)SC=1C=NC=CC1C(NO)=N 3-[(4,6-dimethylpyridin-2-yl)sulfanyl]-N-hydroxypyridine-4-carboximidamide